N-methyl-7,8-dihydro-6H-cyclohepta[b]thiophen-7-amine hydrochloride Cl.CNC1CC=CC2=C(SC=C2)C1